3-(2,6-difluoro-4-(3-((5-phenyl-1,3,4-oxadiazol-2-yl)amino)azetidin-1-yl)phenyl)piperidine-2,6-dione FC1=C(C(=CC(=C1)N1CC(C1)NC=1OC(=NN1)C1=CC=CC=C1)F)C1C(NC(CC1)=O)=O